CN1C(N(C=CC1=O)CC1=COC(=C1)C1=C(C(=C(C(=C1)F)F)OC)F)=O 3-Methyl-1-((5-(2,4,5-trifluoro-3-methoxyphenyl)furan-3-yl)methyl)pyrimidine-2,4(1H,3H)-dione